N-(4-(2-((7-amino-2-(furan-2-yl)-[1,2,4]triazolo[1,5-a][1,3,5]triazin-5-yl)amino)ethyl)-phenyl)-3-(4-fluoropiperidin-1-yl)propanamide NC1=NC(=NC=2N1N=C(N2)C=2OC=CC2)NCCC2=CC=C(C=C2)NC(CCN2CCC(CC2)F)=O